O=C1C(=CC(=NN1)C=O)C(F)(F)F 6-oxo-5-(trifluoromethyl)-1,6-dihydropyridazine-3-carboxaldehyde